C(C)(C)(C)OC(=O)N[C@H](C(=O)O)CCCNC(=N)N (2S)-2-(t-butoxycarbonylamino)-5-guanidino-pentanoic acid